3-Chloro-6-(2-chloro-6-methyl-4-(trifluoromethyl)phenyl)picolinic acid ClC=1C(=NC(=CC1)C1=C(C=C(C=C1C)C(F)(F)F)Cl)C(=O)O